2-(2-(2-methylamino-ethoxy)ethoxy)acetic acid CNCCOCCOCC(=O)O